C(C)(C)(C)C=1SC2=C(N1)C=C(C=C2)NC2=CC=NC1=CC=C(C=C21)C2=C(C=C(C=C2)C(=O)N2CCN(CC2)C)F (4-(4-((2-(tert-butyl)benzo[d]thiazol-5-yl)amino)quinolin-6-yl)-3-fluorophenyl)(4-methylpiperazin-1-yl)methanone